CC(COCCCCN)C 4-(2-methylpropyloxy)butylamine